OC(CON1C(CC(CC1(C)C)C(C(=O)O)(CCCCCCCC(=O)O)C1CC(N(C(C1)(C)C)OCC(C)(O)C)(C)C)(C)C)(C)C bis(1-(2-hydroxy-2-methylpropoxy)-2,2,6,6-tetramethylpiperidin-4-yl)sebacic acid